COC=1C=C2C(=NC(=NC2=CC1OCCCN1CCCC1)C1CNCCC1)NC1CCS(CC1)(=O)=O 4-((6-methoxy-2-(piperidin-3-yl)-7-(3-(pyrrolidin-1-yl)propoxy)quinazolin-4-yl)amino)tetrahydro-2H-thiopyran 1,1-dioxide